ClC1=CC=C2C(=CC(=NC2=C1C)C1=CC=CC=C1)C(=O)O 7-chloro-8-methyl-2-phenylquinoline-4-carboxylic acid